1,4-dimethylcyclohexene CC1=CCC(CC1)C